ClC1=NC=CC(=N1)C1=C(N2C(=NC(=C(C2=O)C)C)S1)C1=CC=CC=C1 2-(2-Chloro-pyrimidin-4-yl)-6,7-dimethyl-3-phenyl-thiazolo[3,2-a]pyrimidin-5-one